C[Si]1(CCC(CCC1)N1C(=CC2=C1N=C(S2)C2=CC=CC=C2)C(=O)N)C (1,1-dimethylsilepan-4-yl)-2-phenyl-4H-pyrrolo[2,3-d]thiazole-5-carboxamide